BrC=1C(=C(C(=CC1)Cl)C1C(NC(CC1)=O)=O)F 3-(3-bromo-6-chloro-2-fluorophenyl)piperidine-2,6-dione